CC=1C=C(N=NC1C1=CC=C(C=C1)C(F)(F)F)N[C@H]1CNCCC1 5-methyl-N-[(3R)-3-piperidyl]-6-[4-(trifluoromethyl)phenyl]-pyridazin-3-amine